C(N)(OC1CSC2=C(N(C1=O)CC1=CC=C(C=C1)C1=NOC(=N1)C(F)(F)F)C=CC=C2)=O 4-oxo-5-[[4-[5-(trifluoromethyl)-1,2,4-oxadiazol-3-yl]phenyl]methyl]-2,3-dihydro-1,5-benzothiazepin-3-yl carbamate